cis-Aconitate O=C(O)/C=C(/CC(=O)O)C(=O)O